Cl.Cl.N1=CN=CC2=CC(=CC=C12)C#N quinazoline-6-carbonitrile dihydrochloride